6-(4-(DIFLUOROMETHYL)-1H-PYRAZOL-1-YL)-N-(6-METHOXY-1-METHYL-1H-PYRAZOLO[4,3-C]PYRIDIN-7-YL)PYRIDINE-3-SULFONAMIDE FC(C=1C=NN(C1)C1=CC=C(C=N1)S(=O)(=O)NC=1C2=C(C=NC1OC)C=NN2C)F